The molecule is a (2S)-2-hydroxy monocarboxylic acid and a mandelic acid. It is a conjugate acid of a (S)-mandelate. It is an enantiomer of a (R)-mandelic acid. C1=CC=C(C=C1)[C@@H](C(=O)O)O